C(C)OC(=O)C1C(C1)C1CC=CCC1 2-(Cyclohex-3-en-1-yl)cyclopropane-1-carboxylic acid ethyl ester